3-(1-methyl-7-methylsulfonyl-2-oxo-4H-pyrimido[4,5-d]pyrimidin-3-yl)indoline-1-carboxylic acid tert-butyl ester C(C)(C)(C)OC(=O)N1CC(C2=CC=CC=C12)N1C(N(C2=NC(=NC=C2C1)S(=O)(=O)C)C)=O